ClC1=CC=NC2=C(C=C(C=C12)C1=NC(=NC=C1Cl)Cl)F 4-chloro-6-(2,5-dichloropyrimidin-4-yl)-8-fluoroquinolin